FC1([C@H]2[C@H](N([C@@H](C1)CC2)C(=O)C=2NC1=CC=CC(=C1C2)OC)C(=O)N[C@H](/C=C\2/C(OCC2)=O)C[C@@H]2C(NCC2)=O)F (1R,3S,4R)-5,5-difluoro-2-(4-methoxy-1H-indole-2-carbonyl)-N-((S,E)-1-(2-oxodihydrofuran-3(2H)-ylidene)-3-((R)-2-oxopyrrolidin-3-yl)propan-2-yl)-2-azabicyclo[2.2.2]octane-3-carboxamide